F[C@H]1CNCC[C@H]1NC1=CC=CN2C(=C(C=C12)C#CCNC1=C(C=C(C(=O)NC)C=C1)O)SC(F)(F)F 4-{[3-(8-{[(3S,4R)-3-fluoropiperidin-4-yl]amino}-3-[(trifluoromethyl)sulfanyl]indolizin-2-yl)prop-2-yn-1-yl]amino}-3-hydroxy-N-methylbenzamide